The molecule is a 1-phosphatidyl-1D-myo-inositol in which the phosphatidyl acyl groups at positions 1 and 2 are specified as (8Z,11Z,14Z,17Z)-icosatetraenoyl and arachidoyl (icosanoyl) respectively. It has a role as a human metabolite. It derives from an all-cis-8,11,14,17-icosatetraenoic acid and an icosanoic acid. CCCCCCCCCCCCCCCCCCCC(=O)O[C@H](COC(=O)CCCCCC/C=C\\C/C=C\\C/C=C\\C/C=C\\CC)COP(=O)(O)OC1[C@@H]([C@H](C([C@H]([C@H]1O)O)O)O)O